(3S,5S)-5-(hydroxymethyl)-3-(prop-2-ynyl)pyrrolidin-2-one OC[C@@H]1C[C@@H](C(N1)=O)CC#C